FC=1C(=C(C=C(C1)F)B(O)O)[N+](=O)[O-] 3,5-DIFLUORO-2-NITROPHENYLBORONIC ACID